1-(4-(3-Aminoazetidin-1-yl)-2,6-difluorophenyl)dihydropyrimidine-2,4(1H,3H)-dione NC1CN(C1)C1=CC(=C(C(=C1)F)N1C(NC(CC1)=O)=O)F